3-[(5-chloro-1H-indol-2-yl)methyl]-1-[1-(3,3-difluorocyclobutanecarbonyl)piperidin-3-yl]-1-methylurea ClC=1C=C2C=C(NC2=CC1)CNC(N(C)C1CN(CCC1)C(=O)C1CC(C1)(F)F)=O